C1(=CC=CC=C1)N1NC(=CC1C1=CC=C(C=C1)C(C)C)C1=CC=C(C=C1)C(C)(C)C 1-phenyl-3-(4-tert-butyl-phenyl)-5-(4-isopropyl-phenyl)-pyrazoline